2'-(3-fluoropyridin-4-yl)-3'-iodo-5',6'-dihydro-1'H-spiro[piperidine-4,7'-pyrrolo[3,2-c]pyridin]-4'-one FC=1C=NC=CC1C1=C(C=2C(NCC3(C2N1)CCNCC3)=O)I